hydroxy-7-methoxy-3H-2,1-benzoxaborole-6-amine OC1OBC2=C1C=CC(=C2OC)N